C(C1=CC=CC=C1)OC1=C(C=C(C=C1)F)NC(=S)C1CC1 N-(2-benzyloxy-5-fluoro-phenyl)cyclopropanecarbothioamide